2-(cyclohex-1-en-1-yl)-4-(trifluoromethyl)aniline tert-butyl-(S)-3-((4'-fluoro-5-((S)-2-isopropylpiperazine-1-carbonyl)-[1,1'-biphenyl]-2-yl)oxy)pyrrolidine-1-carboxylate C(C)(C)(C)OC(=O)N1C[C@H](CC1)OC1=C(C=C(C=C1)C(=O)N1[C@H](CNCC1)C(C)C)C1=CC=C(C=C1)F.C1(=CCCCC1)C1=C(N)C=CC(=C1)C(F)(F)F